2-(2-bromomethylphenyl)-2-methoxyiminoacetate BrCC1=C(C=CC=C1)C(C(=O)[O-])=NOC